3-(2-(allyl (methyl) amino) ethyl)-1H-indol-4-yl acetate C(C)(=O)OC1=C2C(=CNC2=CC=C1)CCN(C)CC=C